N-[(S)-(4,4-Difluorocyclohexyl)-[6-[(1R)-1-(4,4,4-trifluorobutanoylamino)ethyl]-1H-benzimidazol-2-yl]methyl]-5-methyl-1-(2,2,2-trifluoroethyl)pyrazole-4-carboxamide FC1(CCC(CC1)[C@H](NC(=O)C=1C=NN(C1C)CC(F)(F)F)C1=NC2=C(N1)C=C(C=C2)[C@@H](C)NC(CCC(F)(F)F)=O)F